(4-(4-(Phenethylamino)phenyl)piperazin-1-yl)(phenyl)methanone C(CC1=CC=CC=C1)NC1=CC=C(C=C1)N1CCN(CC1)C(=O)C1=CC=CC=C1